7-{3-[4-(ethoxycarbonyl)-1H-pyrazol-1-yl]azetidin-1-yl}-5-methyl-4-oxo-1-(1,3-thiazol-2-yl)-1,4-dihydro-1,8-naphthyridine-3-carboxylic acid C(C)OC(=O)C=1C=NN(C1)C1CN(C1)C1=CC(=C2C(C(=CN(C2=N1)C=1SC=CN1)C(=O)O)=O)C